C(\C=C\CCC)OC(CCCCC)=O caproic acid (E)-2-hexenyl ester